O6-[2-[[3-(difluoromethyl)bicyclo[1.1.1]pentane-1-carbonyl]oxymethyl]-2-(hydroxymethyl)-3-[6-[(Z)-non-3-enoxy]-6-oxo-hex-anoyl]oxy-propyl] O1-[(Z)-non-3-enyl] hexanedioate C(CCCCC(=O)OCC(COC(CCCCC(=O)OCC\C=C/CCCCC)=O)(CO)COC(=O)C12CC(C1)(C2)C(F)F)(=O)OCC\C=C/CCCCC